C1(CC1)C1=CC(=NN1)NC(C(C)C=1C=C(C=CC1)C1=CN=CC(=N1)NC(\C=C\CN1CCCC1)=O)=O (E)-N-(6-(3-(1-((5-cyclopropyl-1H-pyrazol-3-yl)amino)-1-oxopropan-2-yl)phenyl)pyrazin-2-yl)-4-(pyrrolidin-1-yl)but-2-enamide